CCCCOP(=O)(O)O[C@@H]1[C@H](O[C@H]([C@@H]1O)N2C=NC3=C(N=CN=C32)N)CO 3'-(1-butylphosphoryl)adenosine